NC=1C=C(C(=C(C1)[C@@H](C)NC1=NC(=NC2=CC(=C(C=C12)OCCOC1CC1)OC)C)F)C(F)(F)F (R)-N-(1-(5-Amino-2-fluoro-3-(trifluoromethyl)phenyl)ethyl)-6-(2-cyclopropoxyethyloxy)-7-Methoxy-2-methylquinazolin-4-amine